6-((propylamino)methyl)-4-(trifluoromethyl)isoindolin-1-one C(CC)NCC1=CC(=C2CNC(C2=C1)=O)C(F)(F)F